2-((4-chlorophenyl)thio)-1-(2-(5-(trifluoromethyl)-1,2,4-oxadiazol-3-yl)-6,7-dihydrothieno[3,2-c]pyridin-5(4H)-yl)ethan-1-one ClC1=CC=C(C=C1)SCC(=O)N1CC2=C(CC1)SC(=C2)C2=NOC(=N2)C(F)(F)F